C(C)(C)(C)OC(=O)NCCCCCN1C(=NC2=C1C(=CC=C2)C(=O)OC)NC(C2=CC(=CC=C2)C(=O)OC(C)(C)C)=O Methyl 1-(5-((tert-butoxycarbonyl)amino)pentyl)-2-(3-(tert-butoxycarbonyl)benzamido)-1H-benzo[d]imidazole-7-carboxylate